C(C)(C)C1OCC(CO1)O 2-isopropyl-5-hydroxy-1,3-dioxane